galactosyl-arginine C1([C@H](O)[C@@H](O)[C@@H](O)[C@H](O1)CO)N[C@@H](CCCNC(N)=N)C(=O)O